2-Ethyl-N1,N1-Dimethyl-1-(thiophene-3-yl)butane-1,2-diamine C(C)C(C(N(C)C)C1=CSC=C1)(CC)N